C(C)(C)(C)OC(=O)N1CC(C1)OCCC=O 3-(3-oxopropoxy)azetidine-1-carboxylic acid tert-butyl ester